5-(3-fluoroimidazo[1,2-a]pyridin-6-yl)-N-((1-methylpiperidin-4-yl)methyl)-7H-pyrrolo[2,3-d]pyrimidin-2-amine FC1=CN=C2N1C=C(C=C2)C2=CNC=1N=C(N=CC12)NCC1CCN(CC1)C